FC(C1=C(C=CC(=C1)C)C=1CCCC2=C(C1C1=CC=C(C=C1)C=C1CN(C1)CCCF)C=CC(=C2)C(=O)O)F 8-(2-(difluoromethyl)-4-methylphenyl)-9-(4-((1-(3-fluoropropyl)azetidin-3-ylidene)methyl)phenyl)-6,7-dihydro-5H-benzo[7]annulene-3-carboxylic acid